(6-(2-chloro-5-fluorophenyl)-3-(2,2-difluoroethyl)-2-methyl-8-oxo-2,6,7,8-tetrahydropyrrolo[3,4-g]indazol-5-yl)-6-fluorobenzo[d]thiazole-3(2H)-carboxamide 1-oxide ClC1=C(C=C(C=C1)F)C1NC(C2=C1C(=CC1=C(N(N=C21)C)CC(F)F)C2S(C1=C(N2C(=O)N)C=CC(=C1)F)=O)=O